C(C=C)(=O)OC(N(C)C)CCCS(=O)(=O)O sulfopropyldimethylaminomethyl acrylate